FC(C1=NC=CC=C1C(=O)NC1=C2C(CC(C2=CC=C1)(C)C)CC)F 2-(difluoromethyl)-N-(3-ethyl-1,1-di-methyl-indan-4-yl)pyridine-3-carboxamide